C(C)(C)(C)C1=NC(=NO1)C(=O)NCC1=C(C=C(C=C1)C1=NC=NN2C1=CC(=C2)C2=NC=C(C=C2)CN2C(COCC2)CC2=CC=C(C=C2)OC2C(NC(CC2)=O)=O)F 5-(tert-butyl)-N-(4-(6-(5-((3-(4-((2,6-dioxopiperidin-3-yl)oxy)benzyl)morpholino)methyl)pyridin-2-yl)pyrrolo[2,1-f][1,2,4]triazin-4-yl)-2-fluorobenzyl)-1,2,4-oxadiazole-3-carboxamide